2-(furan-2-yl)-4-methylenetetrahydropyran O1C(=CC=C1)C1OCCC(C1)=C